3-(2-((4-(2-(3-(3-amino-6-(2-hydroxyphenyl)pyridazin-4-yl)-3,8-diazabicyclo[3.2.1]octan-8-yl)pyrimidin-5-yl)piperidin-1-yl)methyl)phenyl)piperidine-2,6-dione NC=1N=NC(=CC1N1CC2CCC(C1)N2C2=NC=C(C=N2)C2CCN(CC2)CC2=C(C=CC=C2)C2C(NC(CC2)=O)=O)C2=C(C=CC=C2)O